N-(4-(cyclopropanesulfonimidoyl)-2-(6-azaspiro[2.5]octan-6-yl)phenyl)-6-(4,4-difluoropiperidin-1-yl)picolinamide C1(CC1)S(=O)(=N)C1=CC(=C(C=C1)NC(C1=NC(=CC=C1)N1CCC(CC1)(F)F)=O)N1CCC2(CC2)CC1